(4-methyl-1H-1,2,3-triazol-1-yl)acetic acid CC=1N=NN(C1)CC(=O)O